P(O)(=O)(OP(=O)(O)OP(=O)(O)O)OC[C@@H]1[C@H]([C@H]([C@@H](O1)C1=CN(C(=O)NC1=O)C1=CC=C(C=C1)OC)O)O 1-(4-methoxy-phenyl)pseudouridine triphosphate